8-phenyl-1,4-dioxaspiro[4.5]decan-8-amine hydrochloride Cl.C1(=CC=CC=C1)C1(CCC2(OCCO2)CC1)N